C(C)OC(=O)C1=NN(C(=C1C=COC)Cl)CC1=C(C=CC=C1F)F 5-chloro-1-(2,6-difluorobenzyl)-4-(2-Methoxyvinyl)-1H-pyrazole-3-carboxylic acid ethyl ester